C1N(CCC2=CC=CC=C12)CCC(C=C)=C 1-(1,2,3,4-tetrahydro-2-isoquinolinyl)-3-methylenepent-4-ene